C(C)OC(=O)C1=C(N(C(=CC1=O)CBr)CC)C1=CC(=C(C=C1)Cl)Cl 6-(bromomethyl)-2-(3,4-dichlorophenyl)-1-ethyl-4-oxo-pyridine-3-carboxylic acid ethyl ester